C(C)(C)(C)[S@@](=O)NC1=CC=C(C(=C1C(=O)O)F)C (R)-6-((tert-butylsulfinyl)amino)-2-fluoro-3-methylbenzoic acid